5-([1,1'-biphenyl]-4-yl)-2-(methylsulfonyl)-1H-naphtho[1,2-d]imidazole C1(=CC=C(C=C1)C1=CC2=C(NC(=N2)S(=O)(=O)C)C2=CC=CC=C12)C1=CC=CC=C1